1,1,3,3-tetramethylpropyl-2-(3-trimethylallylpropyl)-guanidine CC(CC(C)C)(C)NC(=NCCCCC(=C(C)C)C)N